(±)-trans-3-(4-amino-3-(4-(4-fluorophenoxy)phenyl)-1H-pyrazolo[3,4-d]pyrimidin-1-yl)cyclopentan-1-ol NC1=C2C(=NC=N1)N(N=C2C2=CC=C(C=C2)OC2=CC=C(C=C2)F)[C@@H]2C[C@H](CC2)O |r|